FC1=C(C=C(C=C1F)B(O)O)C#N 4,5-difluoro-3-cyanophenylboronic acid